C(C)OC1=NC=CC=C1C=1C=C(C=2N(N1)C(=NC2C(C)C)C)NCC2=NC(=NO2)C 2-(2-ethoxy-3-pyridinyl)-5-isopropyl-7-methyl-N-[(3-methyl-1,2,4-oxadiazol-5-yl)methyl]imidazo[1,5-b]pyridazin-4-amine